ClC=1C(=C(CNC(=O)C2NCC(C2)F)C=CC1)F N-(3-chloro-2-fluorobenzyl)-4-fluoropyrrolidine-2-carboxamide